N-ethyl-2-hydroxy-N-{2-[4-(1H-indol-3-yl)piperidin-1-yl]ethyl}propanamide C(C)N(C(C(C)O)=O)CCN1CCC(CC1)C1=CNC2=CC=CC=C12